4-chloro-6,7-dimethoxy-quinazoline ClC1=NC=NC2=CC(=C(C=C12)OC)OC